FC=1C(=NC=C(C1)F)CNC(=O)C1=CN=C(S1)N1CCC(CC1)N1CC(CCC1)C(C)C N-[(3,5-difluoropyridin-2-yl)methyl]-2-(3-isopropyl[1,4'-bipiperidin]-1'-yl)-1,3-thiazole-5-carboxamide